(2R,3S)-N-(9-chloro-5-(3,5-dimethylphenyl)-2-oxo-2,3-dihydro-1H-1,4-benzodiazepin-3-yl)-3-(4,4,4-trifluorobutyl)-2-(3,3,3-trifluoropropyl)succinamide ClC1=CC=CC=2C(=NC(C(NC21)=O)NC([C@@H]([C@@H](C(=O)N)CCCC(F)(F)F)CCC(F)(F)F)=O)C2=CC(=CC(=C2)C)C